5-(5-((4-(5-(difluoromethyl)-1,3,4-oxadiazol-2-yl)-2,6-difluorophenyl)thio)-4-methyl-4H-1,2,4-triazol-3-yl)pyridin-2-amine FC(C1=NN=C(O1)C1=CC(=C(C(=C1)F)SC=1N(C(=NN1)C=1C=CC(=NC1)N)C)F)F